(tert-butyl 4-(5-cyano-2,2-dimethyl-2,3-dihydro-1H-pyrrolizin-7-yl)-5-fluoropyridin-2-yl) carbamate C(N)(OC1=NC=C(C(=C1C(C)(C)C)C=1C=C(N2CC(CC12)(C)C)C#N)F)=O